F[P-](F)(F)(F)(F)F.F[P-](F)(F)(F)(F)F.[Ru+2].N1=CC=CC2=CC=C3C=CC=NC3=C12.N1=CC=CC2=CC=C3C=CC=NC3=C12.N1=CC=CC2=CC=C3C=CC=NC3=C12 tris(1,10-phenanthroline) ruthenium (II) bis(hexafluorophosphate)